(2R,3S)-3-(2-(2-chloro-4-(trifluoromethyl)phenyl)-5,7-dihydroxy-4-oxo-4H-chromen-8-yl)-2-(hydroxymethyl)-1-methylpyrrolidin-1-ium malonate C(CC(=O)[O-])(=O)[O-].ClC1=C(C=CC(=C1)C(F)(F)F)C=1OC2=C(C(=CC(=C2C(C1)=O)O)O)[C@H]1[C@@H]([NH+](CC1)C)CO.ClC1=C(C=CC(=C1)C(F)(F)F)C=1OC2=C(C(=CC(=C2C(C1)=O)O)O)[C@H]1[C@@H]([NH+](CC1)C)CO